FC1=C(OCC=2N=C(N(C2)C=2C=CC=3N(C2)C=CN3)C3=NC(=CC=C3)C)C=CC=C1 6-(4-((2-Fluorophenoxy)methyl)-2-(6-methylpyridin-2-yl)-1H-imidazol-1-yl)imidazo[1,2-a]pyridine